Ethyl 6-Bromohexanoate (Ethyl 6-Bromohexanoate) C(C)C(C(=O)O)CCCCBr.BrCCCCCC(=O)OCC